NC1C(CC2=CC=CC=C12)O 1-amino-2-indanol